BrC=1C=C(C=CC1)C1(CC(C1)O)C(=O)NNC cis-2-(1-(3-bromophenyl)-3-hydroxylcyclobutanecarbonyl)-N-methylhydrazine